N1CCOCC1 (R)-morpholine